tert-Butyl (3R,4R)-3-(2,2-difluoroethoxy)-4-(1-(5-(trifluoromethyl)pyridin-2-yl)-1H-pyrrolo[3,2-c]pyridine-6-carboxamido)pyrrolidine-1-carboxylate FC(CO[C@@H]1CN(C[C@H]1NC(=O)C1=CC2=C(C=N1)C=CN2C2=NC=C(C=C2)C(F)(F)F)C(=O)OC(C)(C)C)F